CO[Si](CC[Si](OC)(OC)OC)(OC)OC 1,2-Bis(trimethoxysilyl)ethan